C(CC)C1=C(C(=CC(=C1)C1=CC=CC=C1)CCC)O 2,6-dipropyl-4-phenylphenol